C(C)OC(=O)C=1C(=NN(C1)C)C(F)F 3-(difluoromethyl)-1-methyl-1H-pyrazole-4-carboxylic acid ethyl ester